ClC1=CC=C(C(=O)C=2CC(N3C2NCC3)(C3=CC=C(C=C3)C)O)C=C1 7-(4-chlorobenzoyl)-5-hydroxy-5-(p-tolyl)-2,3-dihydro-1H-pyrrolo[1,2-a]imidazole